benzoyl-azetidine-3-carboxylic acid C(C1=CC=CC=C1)(=O)N1CC(C1)C(=O)O